ClC=1C(=C(C=CC1)C1=NC2=CC(=C(C=C2C(=N1)N)OC1CCNCC1)OC)F (3-chloro-2-fluorophenyl)-7-methoxy-6-(piperidin-4-yloxy)quinazolin-4-amine